5-(1-((2-(3-ethylureido)-1-methyl-1H-imidazol-5-yl)methyl)piperidin-4-yl)-6-fluoro-N-methylpicolinamide C(C)NC(NC=1N(C(=CN1)CN1CCC(CC1)C=1C=CC(=NC1F)C(=O)NC)C)=O